3-(2-Aminoethyl)phenyl 6-(chloromethyl)-2-oxo-2H-chromene-3-carboxylate hydrochloride Cl.ClCC=1C=C2C=C(C(OC2=CC1)=O)C(=O)OC1=CC(=CC=C1)CCN